3-({3-(4-chlorophenyl)-5-oxo-4-[(2S)-3,3,3-trifluoro-2-hydroxypropyl]-4,5-dihydro-1H-1,2,4-triazol-1-yl}methyl)-1-[3-(trifluoromethyl)pyridin-2-yl]-1H-1,2,4-triazole-5-carboxamide ClC1=CC=C(C=C1)C1=NN(C(N1C[C@@H](C(F)(F)F)O)=O)CC1=NN(C(=N1)C(=O)N)C1=NC=CC=C1C(F)(F)F